CSC1=CC(=CC(=C1)Br)Br (3,5-dibromophenyl) (methyl) thioether